4-(5-amino-2-cyclopropylpyridin-4-yl)-6-(6-(trifluoromethyl)pyridin-2-yl)-N-(2-(trifluoromethyl)pyridin-4-yl)-1,3,5-triazin-2-amine NC=1C(=CC(=NC1)C1CC1)C1=NC(=NC(=N1)C1=NC(=CC=C1)C(F)(F)F)NC1=CC(=NC=C1)C(F)(F)F